(S)-(4-(((4-Chlorobenzyl)oxy)methyl)-7-azabicyclo[2.2.1]heptan-1-yl)(3-fluorophenyl)methanol ClC1=CC=C(COCC23CCC(CC2)(N3)[C@@H](O)C3=CC(=CC=C3)F)C=C1